6-(Azetidin-1-yl)-N-[2-(cyclopentyloxy)-5-methylbenzene-1-sulfonyl]-4-fluoro-1-benzofuran-2-carboxamide N1(CCC1)C1=CC2=C(C=C(O2)C(=O)NS(=O)(=O)C2=C(C=CC(=C2)C)OC2CCCC2)C(=C1)F